2-(5-chloro-2-fluoro-4-(2-fluoro-4-hydroxy-3-isopropylbenzyl)-3-methylphenoxy)-N-methylacetamide ClC=1C(=C(C(=C(OCC(=O)NC)C1)F)C)CC1=C(C(=C(C=C1)O)C(C)C)F